C(C)(C)(C)OC(=O)N1CC2=C(CC1)N=C(S2)C=2C(=C(C=CC2)C2=C(C(=CC=C2)OCCCN2CC1(CCOC1)CCC2)C)C 2-(3'-(3-(2-oxa-7-azaspiro[4.5]dec-7-yl)propoxy)-2,2'-dimethyl-[1,1'-biphenyl]-3-yl)-6,7-dihydrothiazolo[5,4-c]pyridine-5(4H)-carboxylic acid tert-butyl ester